OCC1CC(N(CC1)CC1CCC(CC1)NC(OC(C)(C)C)=O)=O tert-butyl N-[4-[[4-(hydroxymethyl)-2-oxo-1-piperidyl]methyl]cyclohexyl]carbamate